CC1=NC2=CC=CC=C2C(N1C1=C(C=CC=C1)CC)=O 2-methyl-3-(2-ethylphenyl)quinazolin-4(3H)-one